4-(3-(Ethylsulfonyl)phenyl)-2-(2-fluorophenyl)phthalazin-1(2H)-one 2-methoxyethyl-4-(((3R,4R)-1-(2-cyanoacetyl)-4-methylpiperidin-3-yl)amino)-1H-pyrrolo[2,3-b]pyridine-5-carboxylate COCCOC(=O)C=1C(=C2C(=NC1)NC=C2)N[C@H]2CN(CC[C@H]2C)C(CC#N)=O.C(C)S(=O)(=O)C=2C=C(C=CC2)C2=NN(C(C1=CC=CC=C21)=O)C2=C(C=CC=C2)F